(4-((2-amino-3-chloropyridin-4-yl)oxy)-3-fluorophenyl)-5-(difluoromethyl)-1-phenyl-1H-pyrazole-4-carboxamide NC1=NC=CC(=C1Cl)OC1=C(C=C(C=C1)C1=NN(C(=C1C(=O)N)C(F)F)C1=CC=CC=C1)F